COCC=1C=C(C=CC1)N1N=CC(=C1)CC(=O)OC(C)(C)C tert-butyl 2-{1-[3-(methoxymethyl)phenyl]pyrazol-4-yl}acetate